N-[1-(3,4-Difluorophenyl)-2-(methylamino)-2-oxoethyl]-1,4-dihydro-2,4-dioxo-3(2H)-quinazolineacetamide FC=1C=C(C=CC1F)C(C(=O)NC)NC(CN1C(NC2=CC=CC=C2C1=O)=O)=O